S(=O)(=O)([O-])[O-].[Mg+2] magnesium(II) sulfate